N1CC(C1)COCCC1=CC=C2CCCNC2=N1 7-(2-(azetidin-3-ylmethoxy)ethyl)-1,2,3,4-tetrahydro-1,8-naphthyridine